1-(2,3-difluoro-4-(2-(1-methyl-1H-pyrazol-4-yl)pyridin-4-yloxy)phenyl)-3-(3-ethyl-1-(quinolin-6-yl)-1H-pyrazol-5-yl)urea FC1=C(C=CC(=C1F)OC1=CC(=NC=C1)C=1C=NN(C1)C)NC(=O)NC1=CC(=NN1C=1C=C2C=CC=NC2=CC1)CC